ClC=1SC=C(N1)C(C(=O)O)CCC 2-(2-chloro-1,3-thiazol-4-yl)pentanoic acid